CC(CCCCCCCC)OC(CCCCCC(=O)[O-])=O (1-methylnonyl)heptanedioate